N-p-bromophenyl-4-oxo-1,4-dihydroquinoline-3-carboxylic acid-6-d BrC1=CC=C(C=C1)N1C=C(C(C2=CC(=CC=C12)[2H])=O)C(=O)O